tert-butyl (Z)-2-(4-((3-(3,5-bis(trifluoromethyl)phenyl)-1H-1,2,4-Triazol-1-yl)methylene)-3-(2-(dimethylamino)ethyl)-2,5-dioxoimidazolin-1-yl)acetate FC(C=1C=C(C=C(C1)C(F)(F)F)C1=NN(C=N1)\C=C\1/N(C(N(C1=O)CC(=O)OC(C)(C)C)=O)CCN(C)C)(F)F